CC1=CC=2N(C=C1)N=CC2 5-methylpyrazolo[1,5-a]pyridine